ClC=1C=CC(=NC1)NC(=O)C(=O)N[C@@H]1[C@@H](C[C@H](CC1)C(N(C)C)=O)NC(=O)C=1SC=2CN(CCC2N1)C N-(5-Chloropyridin-2-yl)-N'-((1S,2R,4S)-4-(dimethylcarbamoyl)-2-((5-methyl-4,5,6,7-tetrahydrothiazolo[5,4-c]pyridin-2-carbonyl)amino)cyclohexyl)oxamid